(2R,5S)-2-[3-chloro-4-(trifluoromethyl)phenyl]-5-methyl-piperidine ClC=1C=C(C=CC1C(F)(F)F)[C@@H]1NC[C@H](CC1)C